(4R,5R)-dimethyl-2-oxo-1,3-dioxolane-4,5-dicarboxylate COC(=O)[C@@H]1OC(O[C@H]1C(=O)OC)=O